NC1=CC(N(C(=N1)N1CCC2([C@@H]([C@@H](OC2)C)N)CC1)C)=O 6-Amino-2-((3S,4S)-4-amino-3-methyl-2-oxa-8-azaspiro[4.5]dec-8-yl)-3-methylpyrimidin-4(3H)-one